3-((2S)-2-hydroxy-3-(8-(3'-(methoxymethyl)biphenyl-3-ylsulfonyl)-1-oxa-8-azaspiro[4.5]decan-3-ylamino)propoxy)-N-methylbenzenesulfonamide O[C@H](COC=1C=C(C=CC1)S(=O)(=O)NC)CNC1COC2(C1)CCN(CC2)S(=O)(=O)C=2C=C(C=CC2)C2=CC(=CC=C2)COC